N-{2-Amino-4-[(3-fluorophenylamino)methyl]phenyl}-2,2-dimethylpropionamide NC1=C(C=CC(=C1)CNC1=CC(=CC=C1)F)NC(C(C)(C)C)=O